(11S,13S,17S)-17-hydroxy-11,13-dimethyl-1,2,6,7,8,9,10,11,12,13,14,15,16,17-tetradecahydro-3H-cyclopenta[a]phenanthren-3-one-2,2,4,6,6,10-d6 O[C@H]1CCC2C3CC(C4=C(C(C(CC4(C3[C@H](C[C@]12C)C)[2H])([2H])[2H])=O)[2H])([2H])[2H]